N,N-bis(2-bromoethyl)-2-((1-methylazacyclooctane-5-yl)sulfonyl)-4-nitroaniline BrCCN(C1=C(C=C(C=C1)[N+](=O)[O-])S(=O)(=O)C1CCCN(CCC1)C)CCBr